ClC[C@H](COC1=C(C=C(C=C1)C#CC1=CC=C(OC[C@@H](CO)O)C=C1)C)O (R)-3-(4-((4-((S)-3-chloro-2-hydroxypropoxy)-3-methylphenyl)ethynyl)phenoxy)propane-1,2-diol